(s)-5-(1-(4-fluoro-3-methylbenzyl)piperidin-3-yl)-2-(4-methoxyphenyl)-2,4-dihydro-3H-1,2,4-triazol-3-one FC1=C(C=C(CN2C[C@H](CCC2)C=2NC(N(N2)C2=CC=C(C=C2)OC)=O)C=C1)C